CC[C-]1[CH-][CH-][CH-][CH-]1.[CH-]1C=CC=C1.[Fe] The molecule is ferrocene substituted on one of the cyclopentadienyl rings by an ethyl group. It derives from a hydride of a ferrocene.